FC1=C(C(=CC(=C1)OC(C)C)F)C1=NC(=NO1)N1CCCC2=CC(=CC=C12)CNCCO 2-(((1-(5-(2,6-difluoro-4-isopropoxyphenyl)-1,2,4-oxadiazol-3-yl)-1,2,3,4-tetrahydroquinolin-6-yl)methyl)amino)ethan-1-ol